N1(N=CN=C1)CC1=CC=C(C=C1)NC(CNC1=C(C=CC=C1)S(NC1=CC(=CC(=C1)C)C)(=O)=O)=O N-(4-((1H-1,2,4-TRIAZOL-1-YL)METHYL)PHENYL)-2-((2-(N-(3,5-DIMETHYLPHENYL)SULFAMOYL)PHENYL)AMINO)ACETAMIDE